Chloropyrimidin-4-amine ClC1=NC=CC(=N1)N